2-(2,4-bis(trifluoromethyl)phenyl)-N-(4-fluorophenyl)-N-((5-(6-(pyrrolidin-3-yl)pyridazin-3-yl)-1,3,4-oxadiazol-2-yl)methyl)ethanethioamide FC(C1=C(C=CC(=C1)C(F)(F)F)CC(N(CC=1OC(=NN1)C=1N=NC(=CC1)C1CNCC1)C1=CC=C(C=C1)F)=S)(F)F